CN1CC(C1)(C)[C@@](O)(C=1C=NC=C(C1)C1=NOC(=N1)CCOC)C1=CC=C(C=C1)C(C)C (R)-(1,3-Dimethyl-azetidin-3-yl)-(4-isopropyl-phenyl)-{5-[5-(2-methoxy-ethyl)-[1,2,4]oxadiazol-3-yl]-pyridin-3-yl}-methanol